COC(CCC1C(C(C(N(C1)C(=O)OC(C)(C)C)=O)C(=S)NC1=C(C(=CC=C1)F)OC)=O)OC tert-butyl 5-(3,3-dimethoxypropyl)-3-{[(3-fluoro-2-methoxyphenyl) amino] thiocarbonyl}-2,4-dioxopiperidine-1-carboxylate